5-(4-bromopyridin-2-yl)-1,3,4-oxadiazol-2-amine BrC1=CC(=NC=C1)C1=NN=C(O1)N